5-chloro-3-((3,5-dimethylphenyl)sulfonyl)-N-(4-(phenylsulfonamido)butyl)-1H-indole-2-carboxamide ClC=1C=C2C(=C(NC2=CC1)C(=O)NCCCCNS(=O)(=O)C1=CC=CC=C1)S(=O)(=O)C1=CC(=CC(=C1)C)C